[N-]=C=O.CCC[Si](OCC)(OCC)OCC gamma-propyltriethoxysilane isocyanate